CC=1N(C(C2=CC=C(C=C2C1)C1=NC=C(C=N1)C(F)(F)F)=O)CCC[C@H](C)NC=1C=NNC(C1C(F)(F)F)=O 3-methyl-2-[(4S)-4-[[6-oxo-5-(trifluoromethyl)-1H-pyridazin-4-yl]amino]pentyl]-6-[5-(trifluoromethyl)pyrimidin-2-yl]isoquinolin-1-one